N=1C=NN2C1C=CC=C2CNCCC(=O)N2CC1CCC(C2)N1C1=CC=C(C=C1)C1=CC=C(C=N1)C#N 6-[4-(3-{3-[({[1,2,4]triazolo[1,5-a]pyridin-5-yl}methyl)amino]propanoyl}-3,8-diazabicyclo[3.2.1]octan-8-yl)phenyl]pyridine-3-carbonitrile